(6-((5-Chloro-2-((4-(4-(dimethylamino)piperidin-1-yl)-2-methoxy-5-(1-methyl-1H-pyrazole-4-yl)phenyl)amino)pyrimidin-4-yl)amino)-2,3-dimethylphenyl)dimethylphosphine oxide ClC=1C(=NC(=NC1)NC1=C(C=C(C(=C1)C=1C=NN(C1)C)N1CCC(CC1)N(C)C)OC)NC1=CC=C(C(=C1P(C)(C)=O)C)C